2-(4-methylphenoxy)-N-(3-methylsulfonylphenyl)-5-(trifluoromethyl)pyridine-3-carboxamide CC1=CC=C(OC2=NC=C(C=C2C(=O)NC2=CC(=CC=C2)S(=O)(=O)C)C(F)(F)F)C=C1